[Pb].[Fe](C#N)C#N ferrous cyanide lead